1-[4-[4-[benzo(b)thiophen-4-yl]piperazin-1-yl]butyl]quinolin-2(1H)-one S1C2=C(C=C1)C(=CC=C2)N2CCN(CC2)CCCCN2C(C=CC1=CC=CC=C21)=O